3-bromo-1-((1R,2R)-2-hydroxy-2-methyl-cyclopentyl)-7-((1-(methylsulfonyl)piperidin-4-yl)amino)pyrido[3,4-b]pyrazin-2(1H)-one BrC=1C(N(C2=C(N1)C=NC(=C2)NC2CCN(CC2)S(=O)(=O)C)[C@H]2[C@](CCC2)(C)O)=O